C=1N=CN2C1C1=CC=CC=C1[C@@H]2C2CCC1=CN(N=C1C2O)C 6-((S)-5H-imidazo[5,1-a]isoindol-5-yl)-2-methyl-4,5,6,7-tetrahydro-2H-indazol-7-ol